BrC1=CC(=CC(=N1)C=1N=C2N(C=C(N=C2)C(C)(C)C)C1)F (6-bromo-4-fluoropyridin-2-yl)-6-(tert-butyl)imidazo[1,2-a]pyrazine